N,N-dimethyl-2-morpholinmethanamine CN(CC1CNCCO1)C